BrC=1C=CC2=C(SC(=C2)C(=O)NS(=O)(=O)C=2SC(=CC2)Br)C1 6-Bromo-N-((5-bromothien-2-yl)sulfonyl)benzo[b]thiophene-2-carboxamide